(5z)-2-[(1s,2r)-1-amino-2-hydroxypropyl]-5-[(4-amino-1h-indol-3-yl)methylene]-3-(2-hydroxyethyl)-3,5-dihydro-4h-imidazol-4-one N[C@H]([C@@H](C)O)C1=N\C(\C(N1CCO)=O)=C/C1=CNC2=CC=CC(=C12)N